N-(3,4-dihydroxy-5-(4-chlorophenyl)-2-furanyl)-carbamic acid ethyl ester C(C)OC(NC=1OC(=C(C1O)O)C1=CC=C(C=C1)Cl)=O